ClC=1C=C(C=CC1F)NC(N(CC1CCOCC1)C(C)C1=CNC(C2=CC=CC=C12)=O)=O 3-(3-chloro-4-fluorophenyl)-1-(1-(1-oxo-1,2-dihydroisoquinolin-4-yl)ethyl)-1-((tetrahydro-2H-pyran-4-yl)methyl)urea